1-(5-Chloro-2-((6-methoxy-2-methyl-1,2,3,4-tetrahydroisoquinolin-7-yl)amino)pyrimidin-4-yl)-N,N-dimethyl-1H-indole-2-carboxamide ClC=1C(=NC(=NC1)NC1=C(C=C2CCN(CC2=C1)C)OC)N1C(=CC2=CC=CC=C12)C(=O)N(C)C